ClC1=C(C=CC(=C1C)S(=O)(=O)C)C(C)=O 1-[2-chloro-3-(methyl)-4-(methylsulfonyl)phenyl]ethanone